7-cyano-4-(ethylamino)-N-(2-(piperidin-3-yl)ethyl)-5H-pyrido[3,2-b]indole-3-carboxamide C(#N)C=1C=CC=2C3=C(NC2C1)C(=C(C=N3)C(=O)NCCC3CNCCC3)NCC